[Cl-].CN(C)C(N(C)C)=NC=1N(CC[N+]1C)C 2-((di(dimethylamino)methylene)amino)-1,3-dimethyl-4,5-dihydro-1H-imidazol-3-ium chloride